The molecule is a glycodihydroceramide that is a sphinganine derivative having a D-galactosyl group at the 1-position and a tetracosanoyl group attached to the nitrogen. It has a role as a hapten. CCCCCCCCCCCCCCCCCCCCCCCC(=O)N[C@@H](COC1[C@@H]([C@H]([C@H]([C@H](O1)CO)O)O)O)[C@@H](CCCCCCCCCCCCCCC)O